C1(=CC=CC=C1)C1=C(C=2NC3=CC=CC=C3SC2C=C1)C1=CC=CC=C1 diphenylphenothiazine